NSSN dithiodiamine